1-(4-aminoquinazolin-7-yl)-2,6,6-trimethyl-1,5,6,7-tetrahydro-4H-indol-4-one NC1=NC=NC2=CC(=CC=C12)N1C(=CC=2C(CC(CC12)(C)C)=O)C